C1(CC1)C=1N(C=C(N1)C1=CC=C(C=C1)OS(=O)(=O)C(F)(F)F)C [4-(2-cyclopropyl-1-methyl-imidazol-4-yl)phenyl]trifluoromethanesulfonate